C(#C)C1=C(N)C(=CC=C1)C#C 2,6-diacetylenylaniline